OCCOCCOCCOCCOCCOCCOCCOCCOCCOCCOCCOCCOC1=CC=CC=2SC3=CC=CC=C3C(C12)=O (2-(2-(2-(2-(2-(2-(2-(2-(2-(2-(2-(hydroxyethoxy)ethoxy)ethoxy)ethoxy)ethoxy)ethoxy)ethoxy)ethoxy)ethoxy)ethoxy)ethoxy)ethoxy)-9H-thioxanthene-9-one